3-(5-cyano-1H-indol-3-yl)-3-oxopropionitrile C(#N)C=1C=C2C(=CNC2=CC1)C(CC#N)=O